N1(N=CN=C1)C1=NSC(=N1)N 3-(1H-1,2,4-triazol-1-yl)-1,2,4-thiadiazol-5-amine